3-(M-tolyl)benzo[C]cinnoline C1(=CC(=CC=C1)C=1C=CC2=C(N=NC=3C=CC=CC23)C1)C